C12(CC3CC(CC(C1)C3)C2)NCCCCCCCNC2=C3C(N(C(=NC3=CC=C2)C([2H])([2H])[2H])C2C(NC(CC2)=O)=O)=O 3-(5-((7-(((1s,3s)-adamantan-1-yl)amino)heptyl)amino)-2-(methyl-d3)-4-oxoquinazolin-3(4H)-yl)piperidine-2,6-dione